CC1=NC(=CC(=N1)OC=1C=C(C#N)C=CC1C=1C=NN(C1)C1CCNCC1)N1CCOCC1 3-(2-methyl-6-morpholin-4-ylpyrimidin-4-yl)oxy-4-(1-piperidin-4-ylpyrazol-4-yl)benzonitrile